CC1=CC=C(C=C1)S(=O)(=O)OCCOCCOCCCC1=C2C(N(C(C2=CC=C1)=O)C1C(NC(CC1)=O)=O)=O 2-[2-[3-[2-(2,6-dioxo-3-piperidyl)-1,3-dioxo-isoindolin-4-yl]propoxy]ethoxy]ethyl 4-methylbenzenesulfonate